2-amino-6-(3-fluoro-2-methylphenyl)-N-((1r,2s)-2-fluorocyclopropyl)imidazo[1,2-a]pyridine-3-carboxamide NC=1N=C2N(C=C(C=C2)C2=C(C(=CC=C2)F)C)C1C(=O)N[C@H]1[C@H](C1)F